(S)-7'-(3,5-difluorophenyl)-1-(4,6-dimethylpyrimidin-2-yl)dihydro-1'H,3'H,5'H-spiro[piperidine-4,2'-pyrazolo[1,2-a]pyrazol]-1'-one FC=1C=C(C=C(C1)F)[C@@H]1CCN2N1C(C1(C2)CCN(CC1)C1=NC(=CC(=N1)C)C)=O